S1C=CC2=C1C=1N(CCO2)CC(N1)=O 5,6-Dihydroimidazo[1,2-d]thieno[2,3-f][1,4]oxazepin-9(8H)-one